para-hydroxybenzyl ketone (2S,3R,4S,5S,6S)-2-(4-acetylphenoxy)-6-(methoxycarbonyl)tetrahydro-2H-pyran-3,4,5-triyl-triacetate C(C)(=O)C1=CC=C(O[C@@H]2O[C@@H]([C@H]([C@@H]([C@H]2CC(=O)O)CC(=O)O)CC(=O)O)C(=O)OC)C=C1.OC1=CC=C(CC(=O)CC2=CC=C(C=C2)O)C=C1